ClC1=CNC2=C(C=CC=C12)N(S(=O)(=O)C=1C=NN(C1)CCOC)CCOC N-(3-chloro-1H-indol-7-yl)-N,1-bis(2-methoxyethyl)pyrazole-4-sulfonamide